2-formyl-6-[(3-methyl-1,2,4-oxadiazol-5-yl)methoxy]-2,3-dihydro-1H-indene-4-carbonitrile C(=O)C1CC=2C=C(C=C(C2C1)C#N)OCC1=NC(=NO1)C